5-{2-amino-[1,2,4]triazolo[1,5-a]pyridin-7-yl}-2-methoxy-N-(2-methyl-3-phenylpropyl)pyridine-3-carboxamide NC1=NN2C(C=C(C=C2)C=2C=C(C(=NC2)OC)C(=O)NCC(CC2=CC=CC=C2)C)=N1